dodecyl-1,3-propanediol C(CCCCCCCCCCC)C(CCO)O